NC(CCN(NC([C@H](CC(C)C)NC(=O)C=1NC2=CC=CC(=C2C1)Cl)=O)C(C(F)Cl)=O)=O N-((2S)-1-(2-(3-amino-3-oxopropyl)-2-(2-chloro-2-fluoroacetyl)hydrazinyl)-4-methyl-1-oxopentan-2-yl)-4-chloro-1H-indole-2-carboxamide